ClC1=NN(C2=NC(=NC=C21)Cl)C[C@@H](COC2=NN(C(=C2[N+](=O)[O-])C)C=2N(N=C(C2)C)C)C (S)-3,6-Dichloro-1-(2-methyl-3-((2',5,5'-trimethyl-4-nitro-2'H-[1,3'-bipyrazol]-3-yl)oxy)propyl)-1H-pyrazolo[3,4-d]pyrimidine